N1(CCC1)[S@](=O)(=N)C1=C(C(=O)NCC2=NC=C3C=CC(=NC3=C2)C2=NC(=CC=C2)N2C[C@@H](O[C@@H](C2)C)C)C=CC(=C1)C ((R)-azetidine-1-sulfonimidoyl)-N-((2-(6-((cis)-2,6-dimethylmorpholino)pyridin-2-yl)-1,6-naphthyridin-7-yl)methyl)-4-methylbenzamide